N1(C=NC=C1)C(=O)[O-] imidazole-1-carboxylate